N1CC(CC1)C1=CN=NN1 5-pyrrolidin-3-yl-1H-triazole